OC(C(=O)N1CC2=C(C=C(C=C2CC1)C=1C=C2C(=NC1)NC=C2C)[C@H]2NCCOC2)(C)C (R)-2-hydroxy-2-methyl-1-[6-(3-methyl-1H-pyrrolo[2,3-b]pyridin-5-yl)-8-[morpholin-3-yl]-3,4-dihydroisoquinolin-2(1H)-yl]propan-1-one